ClC1=C(C=NN1[C@H]1[C@@H](CN(CC1)C1(COC1)C)F)[N+](=O)[O-] Trans-4-(5-chloro-4-nitro-1H-pyrazol-1-yl)-3-fluoro-1-(3-methyloxetan-3-yl)piperidine